2-((tert-Butyldimethylsilanyloxy)ethoxy)-5-fluoro-4-iodonicotinonitrile [Si](C)(C)(C(C)(C)C)OCCOC1=C(C#N)C(=C(C=N1)F)I